COC1=NC(=NN2C1=C(C=C2)C2=CC=1N(C=C2)N=CC1)NC1CC(C1)(C)NC(C)=O N-((1r,3r)-3-((4-methoxy-5-(pyrazolo[1,5-a]pyridin-5-yl)pyrrolo[2,1-f][1,2,4]triazin-2-yl)amino)-1-methylcyclobutyl)acetamide